4-((1-(4-(2-(3-aminopyrazin-2-yl)-5-(6-(methoxy-d3)pyridin-3-yl)-3H-imidazo[4,5-b]pyridin-3-yl)benzyl)piperidin-4-yl)amino)pyrimidine-2-carbonitrile NC=1C(=NC=CN1)C1=NC=2C(=NC(=CC2)C=2C=NC(=CC2)OC([2H])([2H])[2H])N1C1=CC=C(CN2CCC(CC2)NC2=NC(=NC=C2)C#N)C=C1